P(OCCC#N)(ON(C(C)C)C(C)C)Cl mono(2-cyanoethyl) diisopropylamino chlorophosphite